1-(3-((4-chloro-2-((4-(trifluoromethyl)phenyl)amino)pyridin-3-yl)oxy)azetidin-1-yl)-2-fluoropropan-2-en-1-one ClC1=C(C(=NC=C1)NC1=CC=C(C=C1)C(F)(F)F)OC1CN(C1)C(C(=C)F)=O